(R)-5-(2-methylimidazo[1,2-b]pyridazin-6-yl)-N-(1,1,1-trifluoropropan-2-yl)-7H-pyrrolo[2,3-d]pyrimidin-2-amine CC=1N=C2N(N=C(C=C2)C2=CNC=3N=C(N=CC32)N[C@@H](C(F)(F)F)C)C1